N-hydroxy-4,5-dichlorophthalimide ON1C(C=2C(C1=O)=CC(=C(C2)Cl)Cl)=O